C(C(C)C)SC1=CC=C(C2=C1C=CO2)C(C=C)=O 1-(4-(isobutylthio)benzofuran-7-yl)prop-2-en-1-one